5-(3-cyanophenyl)-N-(1-methylcyclobutyl)pyridine-3-carboxamide C(#N)C=1C=C(C=CC1)C=1C=C(C=NC1)C(=O)NC1(CCC1)C